dilithium butane CCCC.[Li].[Li]